ClCC(=O)N[C@H](CC1=CNC2=CC=CC=C12)C(=O)O N-Chloroacetyl-D-tryptophan